1-((S)-7-(4-fluorobenzyl)-2-isopropyl-2,3-dihydro-1H-pyrido[2,3-b][1,4]oxazin-1-yl)-2-((2R,5R)-5-methyl-2-(((R)-3-methylmorpholino)methyl)piperazin-1-yl)ethan-1-one FC1=CC=C(CC2=CC3=C(OC[C@@H](N3C(CN3[C@H](CN[C@@H](C3)C)CN3[C@@H](COCC3)C)=O)C(C)C)N=C2)C=C1